O1C=CC2=C1C=CC(=C2)C=2C=C1CCN(CC1=CC2)C(=O)NC2=CNC1=CC(=C(C=C21)Cl)F 6-(benzofuran-5-yl)-N-(5-chloro-6-fluoro-1H-indol-3-yl)-3,4-dihydroisoquinoline-2(1H)-Formamide